ClC=1C=CC(=C(C1)S(=O)(=O)NC1=CC=2C(N[C@H](COC2N=C1)CO)=O)OC 5-chloro-N-[(3S)-3-(hydroxymethyl)-5-oxo-2,3,4,5-tetrahydropyrido[3,2-f][1,4]oxazepin-7-yl]-2-methoxybenzenesulfonamide